6-Chloro-N-[5-(2,2-difluoroethoxy)-3,6-difluoropyridin-2-yl]-7-fluoro-1H-indol-3-sulfonamid ClC1=CC=C2C(=CNC2=C1F)S(=O)(=O)NC1=NC(=C(C=C1F)OCC(F)F)F